1-(2,5,8,11,14,17,20,23,26,29,32,35-dodecaoxaheptatriacontan-37-yl)-5-nitropyrimidine-2,4(1H,3H)-dione COCCOCCOCCOCCOCCOCCOCCOCCOCCOCCOCCOCCN1C(NC(C(=C1)[N+](=O)[O-])=O)=O